COC[C@@H]1N(CC1)C1=NC(N(C2=CC(=CC=C12)C(F)(F)F)C1=C(C=CC=C1)C)=O (R)-4-(2-(methoxymethyl)azetidin-1-yl)-1-(o-tolyl)-7-(trifluoromethyl)-quinazolin-2(1H)-one